ClC1=C(C=C(C(=C1)F)F)C(CC(=O)O)(F)F 2-chloro-β,β,4,5-tetrafluoro-benzenepropanoic acid